C(C)(=O)N[C@H](C(=O)N1[C@@H](C[C@H](C1)O)C(=O)N[C@@H](C)C1=CC=C(C=C1)C1=C(N=CS1)C)C(C)(C)C (2S,4R)-1-((S)-2-Acetamido-3,3-dimethylbutanoyl)-4-hydroxy-N-((S)-1-(4-(4-methylthiazol-5-yl)phenyl)ethyl)pyrrolidine-2-carboxamide